3-(2-amino-[1,2,4]triazolo[1,5-a]pyridin-7-yl)-6-(2-fluoro-5-(trifluoromethoxy)benzyl)-5-oxo-5,6,7,8-tetrahydro-1,6-naphthyridine-1-oxide NC1=NN2C(C=C(C=C2)C=2C=[N+](C=3CCN(C(C3C2)=O)CC2=C(C=CC(=C2)OC(F)(F)F)F)[O-])=N1